OC1CN(C2=C(OC1)C=CC=C2)C(CNC(OC(C)(C)C)=O)=O tert-butyl (2-(3-hydroxy-3,4-dihydrobenzo[b][1,4]oxazepin-5(2H)-yl)-2-oxoethyl)carbamate